N-(4-{1-[(2,3-dichlorophenyl)carbonyl]piperidin-4-yl}butyl)-1H-pyrrolo[3,2-c]pyridine-2-carboxamide ClC1=C(C=CC=C1Cl)C(=O)N1CCC(CC1)CCCCNC(=O)C1=CC=2C=NC=CC2N1